COC=1C(=CC=2CCN3CC=4C(=C(C=CC4C[C@H]3C2C1)OC)OC)OC (13aS)-2,3,9,10-tetramethoxy-6,8,13,13a-tetrahydro-5H-isoquinolino[2,1-b]isoquinoline